2-amino-N-(2-hydroxy-2-methylpropyl)acetamide NCC(=O)NCC(C)(C)O